ClC1=C(C=CC(=C1)C(F)(F)F)OCC1=CC(=CC=C1)C(F)F 2-chloro-1-((3-(difluoromethyl)benzyl)oxy)-4-(trifluoromethyl)benzene